3,5-difluoro-4-hydroxy-N-[(4-{3-[5-(trifluoromethyl)pyrimidin-2-yl]-1,2,4-oxadiazol-5-yl}bicyclo[2.2.2]octan-1-yl)methyl]benzamide FC=1C=C(C(=O)NCC23CCC(CC2)(CC3)C3=NC(=NO3)C3=NC=C(C=N3)C(F)(F)F)C=C(C1O)F